dimethylphenyloctane CC(CCCCCCC)(C1=CC=CC=C1)C